21-docosenoic acid C(CCCCCCCCCCCCCCCCCCCC=C)(=O)O